C(CCC)N([Si](O[SiH3])(C)C)CCCC 1-di-n-butylamino-1,1-dimethyl-disiloxane